3-tetradecyl-methylimidazolium chloride [Cl-].C(CCCCCCCCCCCCC)[N+]1=C(NC=C1)C